6-(3-bromo-4-(trifluoromethyl)-1-((2-(trimethylsilyl)ethoxy)methyl)-1H-pyrazol-5-yl)-8-methoxy-[1,2,4]triazolo[1,5-a]pyridine BrC1=NN(C(=C1C(F)(F)F)C=1C=C(C=2N(C1)N=CN2)OC)COCC[Si](C)(C)C